ClC1=C(C=C(C=C1)NC(CC(C1=CC(=CC=C1)C(F)(F)F)C(F)(F)F)=O)C(=O)NC1=C(C=C(C=C1)F)Cl N-[4-chloro-3-[[(2-chloro-4-fluorophenyl)amino]carbonyl]phenyl]-β,3-bis(trifluoromethyl)-benzenepropanamide